FC(C=1C(=NNC1)C(=O)OCC)(F)F Ethyl 4-(trifluoromethyl)-1H-pyrazole-3-carboxylate